ClC1=C(C=C(C=C1)C=1C=NN(C1)C1=C(C(=NN1C)OS(=O)(=O)C(F)(F)F)C(F)(F)F)C(NC1(CC1)C#N)=O Trifluoromethanesulfonic acid [5-[4-[4-chloro-3-[(1-cyanocyclopropyl) carbamoyl] phenyl] pyrazol-1-yl]-1-methyl-4-(trifluoromethyl) pyrazol-3-yl] ester